5-((2-((4-((3-Chloro-4-(trifluoromethoxy)benzyl)amino)butyl)amino)ethyl)amino)benzo[c][2,6]naphthyridine-8-carboxylic acid ClC=1C=C(CNCCCCNCCNC2=NC3=C(C4=CN=CC=C24)C=CC(=C3)C(=O)O)C=CC1OC(F)(F)F